BrC1=NN2C(N(C(=C(C2=O)N2CCN(CC2)C(=O)OC(C)(C)C)CC)CC(=O)NC2=C(C=C(C=C2)S(F)(F)(F)(F)F)Cl)=N1 tert-butyl 4-(2-bromo-4-(2-((2-chloro-4-(pentafluoro-λ6-sulfaneyl)phenyl)amino)-2-oxoethyl)-5-ethyl-7-oxo-4,7-dihydro-[1,2,4]triazolo[1,5-a]pyrimidin-6-yl)piperazine-1-carboxylate